C1(CC1)C1=C(C2=C(N=C(N=C2)NC2=CC=C(C=C2)N2CCN(CC2)C)N(C1=O)C)C#C 6-cyclopropyl-5-ethynyl-8-methyl-2-{[4-(4-methylpiperazin-1-yl)phenyl]amino}pyrido[2,3-d]pyrimidin-7-one